N-[(3-exo)-8-azabicyclo[3.2.1]oct-3-yl]-5-(8-fluoro-2-methylimidazo[1,2-a]pyridin-6-yl)-N-methyl-[1,3]thiazolo[5,4-b]pyridin-2-amine hydrochloride Cl.C12CC(CC(CC1)N2)N(C=2SC1=NC(=CC=C1N2)C=2C=C(C=1N(C2)C=C(N1)C)F)C